N1-methyl-L-histidine CN1C=C(C[C@H](N)C(=O)O)N=C1